tert-butyl (4S)-4-[(1R)-1-cyclobutyl-3-oxo-propyl]-2,2-dimethyl-oxazolidine-3-carboxylate C1(CCC1)[C@@H](CC=O)[C@@H]1N(C(OC1)(C)C)C(=O)OC(C)(C)C